4-(2-(6-amino-8-mercapto-9H-purin-9-yl)ethoxy)benzonitrile NC1=C2N=C(N(C2=NC=N1)CCOC1=CC=C(C#N)C=C1)S